BrC=1C(=NC(=C(C(=O)N(C)OC)C1)C)Br 5,6-dibromo-N-methoxy-N,2-dimethylnicotinamide